3-acetyl-butyric acid C(C)(=O)C(CC(=O)O)C